C1(=CC=CC=C1)C1=NC(=NC(=N1)C1=CC=CC=C1)C=1C(=C(C#N)C(=C(C1N1C2=C(C=3C=CC=CC13)C=NC=C2)N2C1=C(C=3C=CC=CC23)C=NC=C1)N1C2=C(C=3C=CC=CC13)C=NC=C2)N2C1=C(C=3C=CC=CC23)C=NC=C1 3-(4,6-diphenyl-1,3,5-triazin-2-yl)-2,4,5,6-tetrakis(5H-pyrido[4,3-b]indol-5-yl)benzonitrile